tert-butyl (5S)-2-(4-chloro-2-methyl-6-(6-((3-methyl-2,6-dioxo-3,6-dihydropyrimidin-1(2H)-yl)methyl)pyrrolo[2,1-f][1,2,4]triazin-4-yl)benzyl)-5-methylmorpholine-4-carboxylate ClC1=CC(=C(CC2CN([C@H](CO2)C)C(=O)OC(C)(C)C)C(=C1)C1=NC=NN2C1=CC(=C2)CN2C(N(C=CC2=O)C)=O)C